3-(4-(aminomethyl)phenyl)-N-(2-(cyclopentyloxy)ethyl)pyrazolo[1,5-a]pyrimidin-5-amine NCC1=CC=C(C=C1)C=1C=NN2C1N=C(C=C2)NCCOC2CCCC2